2-oxo-2,5-dihydro-1H-pyrrole-1-carboxamide O=C1N(CC=C1)C(=O)N